C(C1=CC=CC=C1)N1N=NC(=C1C=1C=C2C=C(C=NC2=CC1)N1CC(CC1)N(C)C)C1=NC(=CC=C1)C 1-[6-[3-benzyl-5-(6-methyl-2-pyridyl)triazol-4-yl]-3-quinolyl]-N,N-dimethyl-pyrrolidin-3-amine